tert-butyl 3-(5-phenyl-1,3,4-thiadiazol-2-yl)piperidine-1-carboxylate C1(=CC=CC=C1)C1=NN=C(S1)C1CN(CCC1)C(=O)OC(C)(C)C